6-((1-(3-fluorophenyl)ethyl)thio)-1-methyl-5-phenyl-1H-pyrazolo[3,4-d]pyrimidin-4(5H)-one FC=1C=C(C=CC1)C(C)SC=1N(C(C2=C(N1)N(N=C2)C)=O)C2=CC=CC=C2